3-[[3-(5-methyl-1,2,4-oxadiazol-3-yl)-5-(trifluoromethyl)benzoyl]amino]propanoic acid CC1=NC(=NO1)C=1C=C(C(=O)NCCC(=O)O)C=C(C1)C(F)(F)F